O=C1N(CC2=CC=C(C=C12)N1CCC(CC1)=O)C1C(NC(CC1)=O)=O 3-[1-oxo-6-(4-oxo-1-piperidyl)isoindolin-2-yl]piperidine-2,6-dione